CC1(OB(OC1(C)C)C1=CC2=CC=CC=C2C(=C1)C(F)(F)F)C 4,4,5,5-Tetramethyl-2-(4-(trifluoromethyl)-naphthalen-2-yl)-1,3,2-dioxaborolane